CCCCCC(CCCCC)(O)O undecane-6,6-diol